FC(C1=NN=C(O1)C=1C=CC(=NC1)CN1C(N(C2=C1C=C(C=C2)F)C2CCN(CC2)CC)=O)F 3-((5-(5-(difluoromethyl)-1,3,4-oxadiazole-2-yl)pyridine-2-yl)methyl)-1-(1-ethylpiperidine-4-yl)-5-fluoro-1,3-dihydro-2H-benzo[d]imidazole-2-one